2-(furan-2-yl)-4-oxo-4-(pyridin-2-yl)butyronitrile O1C(=CC=C1)C(C#N)CC(C1=NC=CC=C1)=O